CN1N=CC=C1C1=C(N=NC(=C1)N1[C@@H](COCC1)C)C(C)N 1-(4-(1-methyl-1H-pyrazol-5-yl)-6-((R)-3-methylmorpholino)pyridazin-3-yl)ethylamine